(3S,9aS)-3-(4-chlorobenzyl)-2-(piperidin-4-yl)octahydro-2H-pyrido[1,2-a]pyrazine ClC1=CC=C(C[C@@H]2N(C[C@H]3N(C2)CCCC3)C3CCNCC3)C=C1